ClC1=C(C=CC=C1)C1=NC2=C(CN(CC2)C2CC3=C(C=CC=C3CC2)N2C=NC(=C2)C)N1C 2-(2-chlorophenyl)-3-methyl-5-(8-(4-methyl-1H-imidazol-1-yl)-1,2,3,4-tetrahydronaphthalen-2-yl)-4,5,6,7-tetrahydro-3H-imidazo[4,5-c]pyridine